(S)-2-((7-methyl-7H-pyrrolo[2,3-d]pyrimidin-4-yl)amino)-4-((2-(pyridin-2-yloxy)ethyl)(4-(5,6,7,8-tetrahydro-1,8-naphthyridin-2-yl)butyl)amino)butanoic acid CN1C=CC2=C1N=CN=C2N[C@H](C(=O)O)CCN(CCCCC2=NC=1NCCCC1C=C2)CCOC2=NC=CC=C2